N[C@H](C(=O)NC1=CC=C(C(=O)O)C=C1)CC1=CC=C(C=C1)NC(CCN(C)C)=O (S)-4-(2-amino-3-(4-(3-(dimethylamino)propionamido)phenyl)propanamido)benzoic acid